di(2-chloroethyl) itaconate C(C(=C)CC(=O)OCCCl)(=O)OCCCl